3,5-Dibromotyrosine BrC=1C=C(C[C@H](N)C(=O)O)C=C(C1O)Br